1-[1-(4-fluorophenyl)-2,5-dimethylpyrrol-3-yl]-2-pyrrolidin-1-ylethanone FC1=CC=C(C=C1)N1C(=C(C=C1C)C(CN1CCCC1)=O)C